P(=O)(OC(C)C)(OC(C)C)SCC1=CC=CC=C1 O,O-diisopropyl S-benzyl thiophosphate